4-(6-(2,7-diazaspiro[3.5]nonan-2-yl)pyridin-3-yl)-6-ethoxy-1H-pyrazolo[3',4':3,4]pyrazolo[1,5-a]pyridine C1N(CC12CCNCC2)C2=CC=C(C=N2)C=2C=1N(C=C(C2)OCC)N=C2C1C=NN2